ClC1=C(C=CC=C1Cl)N1C(=NC(=CC1=O)N1CCC2(CC1)CC1=CC=C(C=C1[C@H]2N[S@](=O)C(C)(C)C)C#C[Si](C)(C)C)C (R)-N-((S)-1'-(1-(2,3-dichlorophenyl)-2-methyl-6-oxo-1,6-dihydropyrimidin-4-yl)-5-((trimethylsilyl)ethynyl)-1,3-dihydrospiro[indene-2,4'-piperidin]-3-yl)-2-methylpropane-2-sulfinamide